methyl 5-(benzyloxy)-2-bromo-4-methoxybenzoate C(C1=CC=CC=C1)OC=1C(=CC(=C(C(=O)OC)C1)Br)OC